CC=1C=CC(=C(C1)O)C=1N=NC(=C2C1SC=C2)N[C@H]2CN(CCC2)C (R)-5-methyl-2-(4-((1-methylpiperidin-3-yl)amino)thieno[2,3-d]pyridazin-7-yl)phenol